FC=1C=C2C(=NNC2=CC1OCCOC)C1=CC(=NO1)C1=CC=C(C(=O)N2CC(C2)(N)C)C=C1 1-(4-{5-[5-fluoro-6-(2-methoxyethoxy)-1H-indazol-3-yl]-1,2-oxazol-3-yl}benzoyl)-3-methylazetidin-3-amine